((5-morpholinopentanoyl)oxy)malonate O1CCN(CC1)CCCCC(=O)OC(C(=O)[O-])C(=O)[O-]